2,6-dihydroxy-N-isopropyl-3'-methyl-4-pentyl-[1,1'-biphenyl]-3-carboxamide OC1=C(C(=CC(=C1C(=O)NC(C)C)CCCCC)O)C1=CC(=CC=C1)C